C(C)(=O)[O-].C(C)[N+]1(CCCCC1)CCCC 1-Ethyl-1-butylpiperidinium acetate